2,6-Dimethyloct-2-en-1,8-diol CC(CO)=CCCC(CCO)C